3,6,9-triethyl-3,6,9-trimethyl-1,4,7-Triperoxynonane CCC1(OOC(OOC(OO1)(C)CC)(C)CC)C